CCOCCOCCOCCCOCCOCCOCCC 3,6,9,13,16,19-hexaoxadocosane